(1R,2R)-1-(6-chloro-4,8-bis(methylamino)pyrimido[5,4-d]pyrimidin-2-ylamino)-indan-2-ol ClC=1N=C(C=2N=C(N=C(C2N1)NC)N[C@H]1[C@@H](CC2=CC=CC=C12)O)NC